16-hexyl-5-((5Z,8Z,11Z,14Z,17Z)-icosa-5,8,11,14,17-pentaen-1-yl)-13,13-dimethyl-11-(octyloxy)-12,14-dioxa-5-aza-13-silatetracosan-1-ol C(CCCCC)C(CO[Si](OC(CCCCCN(CCCCO)CCCC\C=C/C\C=C/C\C=C/C\C=C/C\C=C/CC)OCCCCCCCC)(C)C)CCCCCCCC